N-methyl-2-(4-(6-(5-(6-methylpyridin-2-yl)-1H-1,2,3-triazol-4-yl)quinolin-3-yl)-1H-pyrazol-1-yl)ethan-1-amine CNCCN1N=CC(=C1)C=1C=NC2=CC=C(C=C2C1)C=1N=NNC1C1=NC(=CC=C1)C